4-methyl-2-ethyl-1,5-phenylenediamine CC1=CC(=C(C=C1N)N)CC